FC1=C(C=CC(=C1)S(N[C@H](C)C1CCNCC1)(=O)=O)NC(C1=C(C=CC=C1)C)=O (R)-N-(2-fluoro-4-(N-(1-(piperidin-4-yl)ethyl)sulfamoyl)phenyl)-2-methylbenzamide